COC(=O)C1CN(CCC1=O)C=1C=NC(=C(C1)C)OC 6'-Methoxy-5'-methyl-4-oxo-3,4,5,6-tetrahydro-2H-[1,3]bipyridinyl-3-carboxylic acid methyl Ester